1-(3-chloro-2-fluorobenzyl)-2-ethylpiperidine-4-carboxylic acid ClC=1C(=C(CN2C(CC(CC2)C(=O)O)CC)C=CC1)F